bis-[2-(phenylsulfonyloxy)-4-propyl-phenyl]urea C1(=CC=CC=C1)S(=O)(=O)OC1=C(C=CC(=C1)CCC)NC(NC1=C(C=C(C=C1)CCC)OS(=O)(=O)C1=CC=CC=C1)=O